[Na].C(CCCCCCC)OC=1C=C(C=CC1)C1=C(C=CC=C1)B(C1=CC=CC=C1)C1=CC=CC=C1 (m-octyloxyphenyl)triphenylboron, sodium salt